N-[(1R,3S)-3-{[6-fluoro-2-(trifluoromethyl)quinolin-4-yl]amino}cyclohexyl]-3-hydroxybenzamide FC=1C=C2C(=CC(=NC2=CC1)C(F)(F)F)N[C@@H]1C[C@@H](CCC1)NC(C1=CC(=CC=C1)O)=O